C(C)(C)(C)OC(=O)NC1=C(C=C(C=C1)C1=CC=C(C=C1)F)NC(=O)C1=CC2=C(C=C(O2)S(=NC(OC(C)(C)C)=O)(=O)C)C=C1 tert-butyl N-[[6-[[2-(tert-butoxycarbonylamino)-5-(4-fluorophenyl)phenyl]carbamoyl]benzofuran-2-yl]-methyl-oxo-sulfanylidene]carbamate